(5-ethynyl-2-pyrimidinyl)carbamate C(#C)C=1C=NC(=NC1)NC([O-])=O